ClC=1C=C(C=C(C1)C=1N(N=C2[C@@H](N(CCC21)C(C2=C(C(=CC(=C2)F)C2=CNC(=C2)C#N)Cl)=O)C)C)C2(CC2)C(=O)N 1-[3-chloro-5-[(7S)-6-[2-chloro-3-(5-cyano-1H-pyrrol-3-yl)-5-fluoro-benzoyl]-2,7-dimethyl-5,7-dihydro-4H-pyrazolo[3,4-c]pyridin-3-yl]phenyl]cyclopropanecarboxamide